2-methylphenyl-diphenyl-phosphorus oxide CC1=C(C=CC=C1)P(C1=CC=CC=C1)(C1=CC=CC=C1)=O